FC1=C(C(N)=S)C=C(C=C1)OC=1C(=C2C=CNC2=CC1F)SC 2-fluoro-5-((6-fluoro-4-(methylsulfanyl)-1H-indol-5-yl)oxy)benzothiamide